OC=1C=2C(N(C(C1)=O)CC1=CC=C(C=C1)OC)=CN(N2)C2OCCCC2 7-hydroxy-4-(4-methoxybenzyl)-2-(tetrahydro-2H-pyran-2-yl)-2,4-dihydro-5H-pyrazolo[4,3-b]pyridin-5-one